COCCS(=O)C1=C(C=2C(=NC(=CC2C(F)(F)F)C2=CC=3C(N=C2)=NN(C3)C)S1)N 2-((2-methoxyethyl)sulfinyl)-6-(2-methyl-2H-pyrazolo[3,4-b]pyridin-5-yl)-4-(trifluoromethyl)thieno[2,3-b]pyridin-3-amine